tricosanol C(CCCCCCCCCCCCCCCCCCCCCC)O